Methyl 4-amino-4-methyl-3-oxopentanoate NC(C(CC(=O)OC)=O)(C)C